ClCC12CN(C(C1)C2)C2=NC=CC(=N2)NC2=NNC(=C2)C2CCCC2 2-[4-(Chloromethyl)-2-azabicyclo[2.1.1]hex-2-yl]-N-(5-cyclopentyl-1H-pyrazol-3-yl)pyrimidin-4-amine